OC=1CCN(C(C1C(NC1=C(C=CC=C1)OC)=S)=O)C(=O)OC(C)(C)C Tert-butyl 4-hydroxy-5-[(2-methoxyphenyl)carbamothioyl]-6-oxo-3,6-dihydropyridine-1(2H)-carboxylate